7-isopropoxy-2-(1-methyl-2-oxabicyclo[2.1.1]hex-4-yl)-N-(1-((1R,2S)-2-methylcyclopropyl)-2-oxo-1,2-dihydropyridin-3-yl)imidazo[1,2-a]pyridine-6-carboxamide C(C)(C)OC1=CC=2N(C=C1C(=O)NC=1C(N(C=CC1)[C@H]1[C@H](C1)C)=O)C=C(N2)C21COC(C2)(C1)C